5-Chloro-1-(2,6-dimethoxyphenyl)-2-(6-ethoxypyridin-2-yl)-1H-imidazo[4,5-b]pyrazin-6-yl-1-(pyrimidin-2-yl)methanesulfonamide ClC=1N=C2C(=NC1C(S(=O)(=O)N)C1=NC=CC=N1)N(C(=N2)C2=NC(=CC=C2)OCC)C2=C(C=CC=C2OC)OC